8-[[4-(chloromethyl)phenyl]methyl]-1-oxa-8-azaspiro[4.5]decane ClCC1=CC=C(C=C1)CN1CCC2(CCCO2)CC1